Cl.C(C)(C)OC(C1=CC=CC=C1)=O benzoic acid isopropyl ester hydrochloride